isopropanol iodide [I-].C(C)(C)O